(6-(2-methyl-2H-pyrazolo[3,4-b]pyridin-5-yl)thieno[2,3-b]pyridin-2-yl)(tetrahydro-2H-pyran-4-yl)methan-d-ol CN1N=C2N=CC(=CC2=C1)C1=CC=C2C(=N1)SC(=C2)C(O)([2H])C2CCOCC2